2-(4-(2-((4-chloro-2-fluorobenzyl)oxy)pyrimidin-4-yl)-2-fluorobenzyl)-1-((1-(cyanomethyl)cyclopropyl)methyl)-1H-benzo[d]imidazole-6-carboxylic acid ClC1=CC(=C(COC2=NC=CC(=N2)C2=CC(=C(CC3=NC4=C(N3CC3(CC3)CC#N)C=C(C=C4)C(=O)O)C=C2)F)C=C1)F